C(C)(C)(C)C1=NOC(=C1)NC(CC1=CC=C(C=C1)N1C=NC2=C1C=CC(=C2)NC(=O)C2CCNCC2)=O N-(3-(tert-butyl)isoxazol-5-yl)2-(4-(5-(piperidine-4-amido)-1H-benzo[d]imidazol-1-yl)phenyl)acetamide